(4-methylmorpholin-3-yl) 4-methylbenzenesulfonate CC1=CC=C(C=C1)S(=O)(=O)OC1N(CCOC1)C